nickel (oxy) hydroxide oxygen [O].O(O)O.[Ni]